BrC=1C=CC=2N(C3=CC=C(C=C3C2C1)C=1C=CC=2N(C3=CC=CC=C3C2C1)C1=CC=CC=C1)C1=CC=CC=C1 3-bromo-9-phenyl-6-(9-phenylcarbazole-3-yl)carbazole